FC=1C=C2C(=NC1NC1=C3CCCC3=CC=C1)NN=C2NC 5-fluoro-N6-indan-4-yl-N3-methyl-1H-pyrazolo[3,4-b]pyridine-3,6-diamine